C12CNCC(CC1)N2C=2C=CC(=NC2)C2=NC(=NC=C2)N (5-{3,8-diazabicyclo[3.2.1]octan-8-yl}pyridin-2-yl)pyrimidin-2-amine